bis(4-diethylamino-2-methylphenyl)(3,4-dimethoxyphenyl)methane C(C)N(C1=CC(=C(C=C1)C(C1=CC(=C(C=C1)OC)OC)C1=C(C=C(C=C1)N(CC)CC)C)C)CC